(1S,3R)-(+)-3-(amino)cyclopentanecarboxylic acid N[C@H]1C[C@H](CC1)C(=O)O